1-(3-methylcyclopentyl)-4-((5-phenylpyrimidin-2-yl)methyl)piperazine-2,3-dione CC1CC(CC1)N1C(C(N(CC1)CC1=NC=C(C=N1)C1=CC=CC=C1)=O)=O